O[C@@]1(CC[C@@H]2[C@H]3CC[C@@H]4[C@H](CC[C@H]4[C@@H]3CC[C@@H]2C1)C(CN1N=C(N=N1)C)=O)C 1-((3R,5R,8R,9R,10S,13S,14S,17S)-3-hydroxy-3-methylhexadecahydro-1H-cyclopenta[a]phenanthren-17-yl)-2-(5-methyl-2H-tetrazol-2-yl)ethan-1-one